N-(2-carbamimidoyl-1,2,3,4-tetrahydro-isoquinolin-7-yl)-4-(1-carbamimidoyl-1,2,3,6-tetrahydro-pyridin-4-yl)-2-methyl-benzamide C(N)(=N)N1CC2=CC(=CC=C2CC1)NC(C1=C(C=C(C=C1)C=1CCN(CC1)C(N)=N)C)=O